N[C@@H]1[C@@H](CCCCC1)N1CCN(CC1)C(=O)OC(C)(C)C cis-tert-Butyl 4-(2-aminocycloheptyl)piperazine-1-carboxylate